[Na].[Ca].[Al] aluminum calcium-sodium